(3S)-4-amino-N-((2R,3S)-3-hydroxy-2-butanyl)-3-methyl-N-((5-(trifluoromethyl)-2-pyridinyl)methyl)-1,3-dihydrofuro[3,4-c]quinoline-8-carboxamide NC1=NC=2C=CC(=CC2C2=C1[C@@H](OC2)C)C(=O)N(CC2=NC=C(C=C2)C(F)(F)F)[C@H](C)[C@H](C)O